NC1=NC=CC(=C1Cl)SC=1C=2N(C(=CC1C)N1CCC3(CC1)[C@@H](C1=CC=CC=C1C3)N)C=NN2 (S)-1'-(8-((2-amino-3-chloropyridin-4-yl)thio)-7-methyl-[1,2,4]triazolo[4,3-a]pyridin-5-yl)-1,3-dihydrospiro[inden-2,4'-piperidin]-1-amine